4,7,8-trichloro-2-methylquinoline ClC1=CC(=NC2=C(C(=CC=C12)Cl)Cl)C